4-(6-(Ethyl(isopropyl)amino)-4-(trifluoromethyl)picolinamido)-2-methylbenzoic acid C(C)N(C1=CC(=CC(=N1)C(=O)NC1=CC(=C(C(=O)O)C=C1)C)C(F)(F)F)C(C)C